2-methoxy-1-nitro-4-(trifluoromethyl)benzene COC1=C(C=CC(=C1)C(F)(F)F)[N+](=O)[O-]